1-(Difluoromethyl)-N-[3-fluoro-4-[(7-methoxy-1,5-naphthyridin-4-yl)oxy]phenyl]-5-(4-fluorophenyl)-6-methyl-4-oxopyridine-3-carboxamide FC(N1C=C(C(C(=C1C)C1=CC=C(C=C1)F)=O)C(=O)NC1=CC(=C(C=C1)OC1=CC=NC2=CC(=CN=C12)OC)F)F